2-(2,6-dioxopiperidin-3-yl)-5-((3-(3-(4-(quinoxalin-2-yl)-1H-pyrazol-1-yl)azetidin-1-yl)propyl)amino)isoindoline-1,3-dione O=C1NC(CCC1N1C(C2=CC=C(C=C2C1=O)NCCCN1CC(C1)N1N=CC(=C1)C1=NC2=CC=CC=C2N=C1)=O)=O